C(C)(C)(C)OC(=O)N[C@@H](C(=O)O)C1=CC(=CC=C1)F (2R)-2-{[(tert-butoxy)carbonyl]amino}-2-(3-fluorophenyl)acetic acid